N-(2-(1H-imidazol-1-yl)benzyl)-2-(4-aminopiperidin-1-yl)-9-isopropyl-9H-purin-6-amine N1(C=NC=C1)C1=C(CNC2=C3N=CN(C3=NC(=N2)N2CCC(CC2)N)C(C)C)C=CC=C1